O=C(CC(=O)O)OC=1C=C2C(=CNC2=CC1)CCN1CCCC1 3-oxo-3-((3-(2-(pyrrolidin-1-yl)ethyl)-1H-indol-5-yl)oxy)propionic acid